2,6-Dimethyl-3-(4-methylpiperazin-1-yl)-N-[(1R)-1-(1-naphthyl)ethyl]benzamide CC1=C(C(=O)N[C@H](C)C2=CC=CC3=CC=CC=C23)C(=CC=C1N1CCN(CC1)C)C